3-((8-(5-Methylthiazol-2-yl)-3-oxo-6-(((R)-1-(2-(trifluoromethyl)pyrimidine-5-yl)ethyl)carbamoyl)-2,3-dihydro-4H-benzo[b][1,4]oxazin-4-yl)methyl)pyrrolidine-1-carboxylate CC1=CN=C(S1)C1=CC(=CC2=C1OCC(N2CC2CN(CC2)C(=O)[O-])=O)C(N[C@H](C)C=2C=NC(=NC2)C(F)(F)F)=O